(3S,4S)-1-octyl-3,4-pyrrolidindiol C(CCCCCCC)N1C[C@@H]([C@H](C1)O)O